heptafluorobutylsulfone FC(C(CS(=O)(=O)CC(C(C(F)(F)F)(F)F)(F)F)(F)F)(C(F)(F)F)F